FC1=CC=C(C=C1)C1=C(C2=C(S1)C=C(C=C2)OC)C(=O)C2=CC=C(C=C2)N2CCN(CC2)C(=O)OC(C)(C)C tert-butyl 4-(4-(2-(4-fluorophenyl)-6-methoxybenzo[b]thiophene-3-carbonyl)phenyl)piperazine-1-carboxylate